C[C@@H]1O[C@@H](CN(C1)C1=NC=CC(=N1)C1=NC2=CC(=NC=C2C=C1)CNC(C1=CC(=CC=C1)S(NC)(=O)=O)=O)C N-((2-(2-((cis)-2,6-dimethylmorpholino)pyrimidin-4-yl)-1,6-naphthyridin-7-yl)methyl)-3-(N-methylsulfamoyl)benzamide